BrC1=NC=C(C=C1OCC=1C=NC=C(C1)F)F 2-bromo-5-fluoro-3-[(5-fluoropyridin-3-yl)methoxy]pyridine